1-(5-((2,5-dimethoxyphenyl)amino)-7-(methylamino)pyrazolo[1,5-a]pyrimidin-3-yl)-3-methylurea COC1=C(C=C(C=C1)OC)NC1=NC=2N(C(=C1)NC)N=CC2NC(=O)NC